ClC1=C(C(=NN1CC1=C(C(=CC=C1F)F)F)C(=O)OCC)CCNCC(F)F ethyl 5-chloro-4-(2-((2,2-difluoroethyl)amino)ethyl)-1-(2,3,6-trifluorobenzyl)-1H-pyrazole-3-carboxylate